C(C(=C)C)(=O)OCC(O)CO monoglyceryl methacrylate